C(C)S(=O)(=O)C=1C=CC(=NC1C1=NC=2C(=NC=C(C2)C(F)(F)F)N1C)N 5-(Ethylsulfonyl)-6-[3-methyl-6-(trifluoromethyl)-3H-imidazo[4,5-b]pyridin-2-yl]pyridin-2-amine